CC1(N(C[C@@H]1CS(=O)(=O)C)C=1C=CC(=C2C=C(N=CC12)NC1=NC(=NC=C1)N1CCC(CC1)OC)[C@H]1N(CCCC1)C(C=C)=O)C 1-((S)-2-(8-((S)-2,2-dimethyl-3-((methylsulfonyl)methyl)azetidin-1-yl)-3-((2-(4-methoxypiperidin-1-yl)pyrimidin-4-yl)amino)isoquinolin-5-yl)piperidin-1-yl)prop-2-en-1-one